C(C)(C)(C)OC(=O)N1CC2(CC1)CN(CC2)C2=C(C(N(C1=CC=CC=C21)C)=O)C#N 7-(3-Cyano-1-methyl-2-oxo-1,2-dihydroquinolin-4-yl)-2,7-diazaspiro[4.4]nonane-2-carboxylic acid tert-butyl ester